ClC=1C=CC2=C(C=C(O2)C(=O)NCC2CCN(CC2)CC(COC2=CC(=C(C=C2)Cl)F)O)C1 5-chloro-N-((1-(3-(4-chloro-3-fluorophenoxy)-2-hydroxypropyl)piperidin-4-yl)methyl)benzofuran-2-carboxamide